O1C(=CC=2C1=NC=CC2)C(=O)N furo[2,3-b]pyridine-2-carboxamide